C(#N)C1=NC=CC=C1C1=CC=2N(C=C1)C(=CN2)C2=CC(=C(C(=O)NCC(F)(F)F)C(=C2)OC)OC 4-[7-(2-cyano-3-pyridyl)imidazo[1,2-a]pyridin-3-yl]-2,6-dimethoxy-N-(2,2,2-trifluoroethyl)benzamide